2,4,6-trimethyl-morpholine CC1CN(CC(O1)C)C